2,4-di(adamantan-1-yl)phenol C12(CC3CC(CC(C1)C3)C2)C2=C(C=CC(=C2)C23CC1CC(CC(C2)C1)C3)O